2-(2-aminopyridin-4-yl)-3-(4-chlorophenyl)-6,6-dimethyl-1,5,6,7-tetrahydro-4H-pyrrolo[3,2-c]pyridin-4-one NC1=NC=CC(=C1)C1=C(C=2C(NC(CC2N1)(C)C)=O)C1=CC=C(C=C1)Cl